N1CC(C1)N1N=CC(=C1)C1=CC=2C3=C(C=NC2C=C1OC)N(C(N3C3=C(C=NC=C3OC)F)=O)C 8-[1-(Azetidin-3-yl)-1H-pyrazol-4-yl]-1-(3-fluoro-5-methoxypyridin-4-yl)-7-methoxy-3-methyl-1H,2H,3H-imidazo[4,5-c]-quinolin-2-one